5-(azidomethyl)-2-(trifluoromethoxy)benzaldehyde N(=[N+]=[N-])CC=1C=CC(=C(C=O)C1)OC(F)(F)F